platinum-iron-tin [Sn].[Fe].[Pt]